2-Amino-5-chloro-7-(methylamino)pyrazolo[1,5-a]pyrimidine-3-carboxylic acid ethyl ester C(C)OC(=O)C=1C(=NN2C1N=C(C=C2NC)Cl)N